aminoselenophene NC=1[Se]C=CC1